trans-rac-2,2-dichloro-N-(4-chloro-3-(4,4,4-trifluorobutanamido)phenyl)-3-(3,5-dichlorophenyl)cyclopropane-1-carboxamide ClC1([C@H]([C@@H]1C1=CC(=CC(=C1)Cl)Cl)C(=O)NC1=CC(=C(C=C1)Cl)NC(CCC(F)(F)F)=O)Cl |r|